2-aminobenzo[d]thiazole-6-carboxamide NC=1SC2=C(N1)C=CC(=C2)C(=O)N